2-(tert-butyl)-1'-(3-methoxy-8-methylquinoline-6-carbonyl)-5H-spiro[benzo[d]thiazole-6,4'-piperidin]-4(7H)-one C(C)(C)(C)C=1SC2=C(N1)C(CC1(CCN(CC1)C(=O)C=1C=C3C=C(C=NC3=C(C1)C)OC)C2)=O